CN1C(=NN=C1)S[C@@H](C)C=1C=C(C=CC1)N1N=CC(=N1)C=1C=C(C(=O)N)C=CC1 (S)-3-(2-(3-(1-(4-methyl-4H-1,2,4-triazol-3-ylthio)ethyl)phenyl)-2H-1,2,3-triazol-4-yl)benzamide